OC=1C=C(C=NC1)C1=C(C=CC=C1)CN1CCN(CC1)C1=CC=C(N=N1)C(=O)OC(C)(C)C tert-Butyl 6-[4-[[2-(5-hydroxypyridin-3-yl)phenyl]methyl]piperazin-1-yl]pyridazine-3-carboxylate